ONC(=O)C1=NC=C(C=N1)OC1=CC=C(C=C1)N(C1=NC(=NC2=CC=CC=C12)C)C N-hydroxy-5-(4-(methyl-(2-methyl-4-quinazolinyl)amino)phenoxy)pyrimidine-2-amide